C(C=CC)N1C(C2=C(C(=C1)C1=CC=C(C(=O)NC)C=C1)C=CN2)=O 4-(6-but-2-enyl-7-oxo-1H-pyrrolo[2,3-c]pyridin-4-yl)-N-methylbenzamide